FC(C(C(F)(F)F)(C(C(C(F)(F)F)(F)F)(F)F)F)(F)F 2-(trifluoromethyl)perfluoropentane